2-amino-4-[6-chloro-8-fluoro-2-[[(2S)-1-methylpyrrolidin-2-yl]methoxy]quinazolin-7-yl]-7-fluoro-benzothiophene-3-carbonitrile NC=1SC2=C(C1C#N)C(=CC=C2F)C2=C(C=C1C=NC(=NC1=C2F)OC[C@H]2N(CCC2)C)Cl